C(C)(C)(C)OC(=O)N1[C@H]2CN(C[C@@H]1CC2)C2=NC(=NC(=C2C#N)\C=C\C2=CC(=CC1=CC=CC=C21)OC)S(=O)(=O)C (1R,5S)-3-(5-cyano-6-((E)-2-(3-methoxynaphthalen-1-yl)vinyl)-2-(methylsulfonyl)pyrimidin-4-yl)-3,8-diazabicyclo[3.2.1]octane-8-carboxylic acid tert-butyl ester